2-oxo-6-(trifluoromethyl)-5-(4-((1,3,4-trimethyl-1H-pyrazol-5-yl)methoxy)phenyl)-1,2-dihydropyridine-3-carboxamide O=C1NC(=C(C=C1C(=O)N)C1=CC=C(C=C1)OCC1=C(C(=NN1C)C)C)C(F)(F)F